6,6-dimethyl-2-((1-(methylsulfonyl)piperidin-4-yl)amino)-8-(tetrahydrofuran-3-yl)-5,8-dihydropyrido[2,3-d]pyrimidin-7(6H)-one CC1(CC2=C(N=C(N=C2)NC2CCN(CC2)S(=O)(=O)C)N(C1=O)C1COCC1)C